C(C)OC(=O)C1=NN(C(=C1)O)CC1=CC=C(C=C1)OC.FC(OC1=CC(=NN1CC1=CC=C(C=C1)OC)N)F 5-(Difluoromethoxy)-1-[(4-methoxyphenyl)methyl]-1H-pyrazol-3-amine Ethyl-5-hydroxy-1-[(4-methoxyphenyl)methyl]-1H-pyrazole-3-carboxylate